N-((2R,3S)-2-(((cis-4-phenylcyclohexyl)oxy)methyl)-1-propionylpiperidin-3-yl)methanesulfonamide C1(=CC=CC=C1)[C@H]1CC[C@H](CC1)OC[C@@H]1N(CCC[C@@H]1NS(=O)(=O)C)C(CC)=O